C(C)C1=CN=C(S1)C=1C=C(C(=O)O)C=C(C1)OC[C@H]1OCCC1 3-(5-Ethyl-1,3-thiazol-2-yl)-5-[(2S)-tetrahydrofuran-2-ylmethoxy]benzoic acid